(±)-(2-methoxy-1-(2-(2,2,2-trifluoroethoxy)pyridin-4-yl)ethyl)(methyl)carbamic acid tert-butyl ester C(C)(C)(C)OC(N(C)[C@@H](COC)C1=CC(=NC=C1)OCC(F)(F)F)=O |r|